C(C1=CC=CC=C1)N1C2=C(O[C@@H](C1=O)C)C=C(C(=C2)C)NC(=O)NC(C)(C)C (R)-1-(4-benzyl-2,6-dimethyl-3-oxo-3,4-dihydro-2H-benzo[b][1,4]oxazin-7-yl)-3-(tert-butyl)urea